N1N=C(C=C1)CO (Diazolyl)methanol